COCOC=1C=C(C=CC1B1OC(C(O1)(C)C)(C)C)C=1C=NN(C1)C1OCCCC1 4-[3-(methoxymethoxy)-4-(4,4,5,5-tetramethyl-1,3,2-dioxaborolan-2-yl)phenyl]-1-(oxan-2-yl)pyrazole